β-Naphthylamide C1=C(C=CC2=CC=CC=C12)[NH-]